C(C)OC(=O)C1=NN(C(C1)C(N(C)C1=C(C=C(C(=C1)Cl)F)F)=O)C1=NC(=CC(=C1)C(F)(F)F)C 5-((5-chloro-2,4-difluorophenyl)(methyl)carbamoyl)-1-(6-methyl-4-trifluoromethylpyridin-2-yl)-4,5-dihydro-1H-pyrazole-3-carboxylic acid ethyl ester